Cl.FC(C1=CC=C(C=N1)C1CCN(CC1)C=O)(F)F {4-[6-(trifluoromethyl)pyridin-3-yl]piperidin-1-yl}methanone hydrochloride